C(C)OC(=O)N1CCC(C1)CCO 4-(2-hydroxyethyl)pyrrolidine-1-carboxylic acid ethyl ester